[Ti+4].[Na+].FC(C1=CC=NC=C1C(=O)[NH-])(F)F.FC(F)(F)C1=CC=NC=C1C(=O)[NH-].FC(F)(F)C1=CC=NC=C1C(=O)[NH-].FC(F)(F)C1=CC=NC=C1C(=O)[NH-].FC(F)(F)C1=CC=NC=C1C(=O)[NH-] 4-(trifluoromethyl)Nicotinamide sodium titanium salt